6-chloro-3-methoxy-4-phenylpyridazine ClC1=CC(=C(N=N1)OC)C1=CC=CC=C1